(3R)-2'-{5-amino-6-[(1R)-1-phenylethoxy]pyrazin-2-yl}-N-ethyl-5',6'-dihydrospiro[pyrrolidine-3,4'-pyrrolo[1,2-b]pyrazole]-1-carboxamide NC=1N=CC(=NC1O[C@H](C)C1=CC=CC=C1)C=1C=C2N(N1)CC[C@]21CN(CC1)C(=O)NCC